C1CCC12OC[C@@H](C2)COC2=NN=C(S2)N (R)-5-((5-oxaspiro(3.4)oct-7-yl)methoxy)-1,3,4-thiadiazol-2-amine